FC(=CC(=O)NC1=CC(=NC=C1)C=1C=CC=C2C=NC(=NC12)NC=1C=NC(=CC1)N1CCN(CC1)C)F 3,3-difluoro-N-(2-(2-((6-(4-methylpiperazin-1-yl)pyridin-3-yl)amino)quinazolin-8-yl)pyridin-4-yl)acrylamide